[5-(benzylsulfanylcarbothioylamino)-2,4-dichloro-phenyl]boronic acid C(C1=CC=CC=C1)SC(=S)NC=1C(=CC(=C(C1)B(O)O)Cl)Cl